C([C@H](O)C1=CC=CC=C1)(=O)O.C(#N)[C@H](CC1=CC=C(C=C1)C=1C=CC2=C(N(C(O2)=O)C)C1)NC(=O)[C@H]1OCCCNC1 (2S)-N-{(1S)-1-cyano-2-[4-(3-methyl-2-oxo-2,3-dihydro-1,3-benzoxazol-5-yl)phenyl]ethyl}-1,4-oxaazepane-2-carboxamide, R-mandelate salt